C1(=CC=CC=C1)[C@@H](C)N |o1:6| (R)- or (S)-1-phenylethan-1-amine